alpha-xylose 1-phosphate P(=O)(O)(O)O[C@@H]1[C@H](O)[C@@H](O)[C@H](O)CO1